(1-methylbut-2-ynyl)-5-[4-(trifluoromethyl)phenoxy]Naphthalene-2-carboxamide CC(C#CC)C1=C(C=CC2=C(C=CC=C12)OC1=CC=C(C=C1)C(F)(F)F)C(=O)N